OC(=CC(=O)O)CCCCCC(CCC)O 3,9-dihydroxydodecenoic acid